C(C)N(S(=O)(=O)C1=CC=C(C=C1)C1=CNC=2N=C(N=C(C21)OCCOC)NC2=CC=C(C=C2)CN2CCN(CC2)C)CC N,N-diethyl-4-(4-(2-methoxyethoxy)-2-((4-((4-methylpiperazin-1-yl)methyl)phenyl)amino)-7H-pyrrolo[2,3-d]pyrimidin-5-yl)benzenesulfonamide